2,4-dichloro-7-fluoro-5H-pyrrolo[3,2-d]pyrimidine ClC=1N=C(C2=C(N1)C(=CN2)F)Cl